NC1=C(C=CC=C1)C(C(F)(F)F)(C(F)(F)F)C1=C(C=CC=C1)N 2,2-bis(aminophenyl)hexafluoropropane